COC(=O)C=1C(N(C2=CC(=CC=C2C1N)I)C1=CC=CC=C1)=O 4-Amino-7-iodo-2-oxo-1-phenyl-1,2-dihydroquinoline-3-carboxylic acid methyl ester